NC=1C=C(C=CC1)S(=O)(=O)NC1=NC(=CC(=N1)OC=1C=C(C(=O)O)C=CC1Cl)C1=C(C=CC=C1C)C 3-[2-[(3-Aminophenyl)sulfonylamino]-6-(2,6-dimethylphenyl)pyrimidin-4-yl]oxy-4-chloro-benzoic acid